methyl 5-chloro-2-(1,1-dioxidoisothiazolidin-2-yl)isonicotinate ClC1=CN=C(C=C1C(=O)OC)N1S(CCC1)(=O)=O